C(C)(C)C1=NN(C(C=2N1C1=C(C2)SC(=N1)C)=O)CC(=O)N[C@H]1CN(CCC1)C (R)-2-(5-Isopropyl-2-methyl-8-oxothiazolo[5',4':4,5]pyrrolo[1,2-d][1,2,4]triazin-7(8H)-yl)-N-(1-methylpiperidin-3-yl)acetamid